2-(2,4-dichloro-5-prop-2-ynoxyphenyl)-5,6,7,8-tetrahydro-[1,2,4]triazolo[4,3-a]pyridine-3-one ClC1=C(C=C(C(=C1)Cl)OCC#C)N1N=C2N(CCCC2)C1=O